N-methyl-capramide Tert-butyl-N-[2-[2-[3-[2-(2,6-dioxo-3-piperidyl)-1,3-dioxo-isoindolin-5-yl]propoxy]ethoxy]ethyl]-N-methyl-carbamate C(C)(C)(C)OC(N(C)CCOCCOCCCC=1C=C2C(N(C(C2=CC1)=O)C1C(NC(CC1)=O)=O)=O)=O.CNC(=O)CCCCCCCCC